bicyclo[2.2.1]hept-5-en-2-ylmethacrylate C12C(CC(C=C1)C2)OC(C(=C)C)=O